β-glycidoxyethyl-tripropoxysilane C(C1CO1)OCC[Si](OCCC)(OCCC)OCCC